CN1CC(CC1)OC(=O)C1=CC2=C(N=C(O2)C2=CC(=CC(=C2)Cl)Cl)C=C1 2-(3,5-dichlorophenyl)benzo[d]oxazole-6-carboxylic acid 1-methylpyrrolidin-3-yl ester